4-[3-chloro-6-fluoro-2-[2-[4-(1,2,4-triazol-1-yl)phenyl]ethyl]phenyl]-5-hydroxy-2,6-dimethyl-pyridazin-3-one ClC=1C(=C(C(=CC1)F)C=1C(N(N=C(C1O)C)C)=O)CCC1=CC=C(C=C1)N1N=CN=C1